ClC=1N=C2C(=NC1)NC=C2C2=NC(=C(C(=N2)N[C@@H]2[C@H](C1CCC2CC1)C(=O)OCC)F)C=1NC=CC1 (2S,3S)-ethyl 3-((2-(2-chloro-5H-pyrrolo[2,3-b]pyrazin-7-yl)-5-fluoro-6-(1H-pyrrol-2-yl) pyrimidin-4-yl)amino)bicyclo[2.2.2]octane-2-carboxylate